CC1=NC(=NC2=CC=CC=C12)CN1C(=O)N(C=2N=C(N(C2C1=O)CC#CC)N(C)C[C@H](C)N)C 1-[(4-methyl-quinazolin-2-yl)methyl]-3-methyl-7-(2-butyn-1-yl)-8-[(S)-(2-amino-propyl)-methylamino]-xanthine